CC1(OC[C@@H](N1C(=O)OC(C)(C)C)CCC=O)C tert-butyl (S)-2,2-dimethyl-4-(3-oxopropyl)oxazolidine-3-carboxylate